FC1(CN(C1)C(=O)C1=NN2C(C(OCC2)C2=C(C=CC=C2)F)=N1)F (3,3-Difluoroazetidin-1-yl)-[8-(2-fluorophenyl)-6,8-dihydro-5H-[1,2,4]triazolo[5,1-c][1,4]oxazin-2-yl]methanone